1,2,4,5-Cyclohexanetetracarboxylic acid C1(C(CC(C(C1)C(=O)O)C(=O)O)C(=O)O)C(=O)O